(4-carbamoylphenyl)carbazole C(N)(=O)C1=CC=C(C=C1)C1=CC=CC=2C3=CC=CC=C3NC12